6-(5-Azaspiro[2.3]hexan-5-yl)-N-(2-ethoxybenzene-1-sulfonyl)-1-benzofuran-2-carboxamide C1CC12CN(C2)C2=CC1=C(C=C(O1)C(=O)NS(=O)(=O)C1=C(C=CC=C1)OCC)C=C2